C(C1=CC=CC=C1)N(C(O)=O)C1(COC1)C1=CC=C(C=C1)B1OC(C(O1)(C)C)(C)C.ClC=1C(=NC(=NC1)NC1CCOCC1)C1=CC=C2CN(CC2=C1)CC(=O)N 2-(6-{5-chloro-2-[(oxacyclohex-4-yl)amino]pyrimidin-4-yl}-2,3-dihydro-1H-isoindol-2-yl)acetamide benzyl-(3-(4-(4,4,5,5-tetramethyl-1,3,2-dioxaborolan-2-yl)phenyl)oxetan-3-yl)carbamate